4-Bromobutyl 3,4-bis((2-ethylhexyl)oxy)benzoate C(C)C(COC=1C=C(C(=O)OCCCCBr)C=CC1OCC(CCCC)CC)CCCC